6-(2-(4-(difluoromethyl)-1-(2-(trifluoromethoxy)phenyl)-1H-pyrazol-5-yl)-7-azaspiro[3.5]non-1-en-7-yl)nicotinic acid FC(C=1C=NN(C1C1=CC2(C1)CCN(CC2)C2=NC=C(C(=O)O)C=C2)C2=C(C=CC=C2)OC(F)(F)F)F